3a,4,5,6,7,7a-hexahydrobenzimidazol N1=CNC2C1CCCC2